ClC=1C=CC2=C(CCC=3C(=NC=CC3)C2=C2CCN(CC2)CCN2N=NC(=C2)C(=O)N)C1 1-(2-(4-(8-chloro-5,6-dihydro-11H-benzo[5,6]cyclohepta[1,2-b]pyridin-11-ylidene)piperidin-1-yl)ethyl)-1H-1,2,3-triazole-4-carboxamide